4,5-dimethyl-6-(4-(1-methyl-1H-pyrazol-3-yl)benzyl)-2-((2S)-tetrahydrofuran-2-ylmethyl)isoindolin-1-one CC1=C2CN(C(C2=CC(=C1C)CC1=CC=C(C=C1)C1=NN(C=C1)C)=O)C[C@H]1OCCC1